(2S)-2-{[2-(1-methyl-1H-pyrazol-5-yl)-7-(trifluoromethyl)[1,2,4]triazolo[1,5-c]quinazolin-5-yl]amino}butanamide CN1N=CC=C1C1=NN2C(=NC=3C(=CC=CC3C2=N1)C(F)(F)F)N[C@H](C(=O)N)CC